FC(CC=1C(=NC(=NC1OC)NS(=O)(=O)C1=CNC2=C(C=CC=C12)N1N=C(C=C1C)C)OC)F N-[5-(2,2-difluoroethyl)-4,6-dimethoxy-pyrimidin-2-yl]-7-(3,5-dimethylpyrazol-1-yl)-1H-indole-3-sulfonamide